NC1=C(C=C(C=N1)NC(C(=O)N1C(CN(C(C1)C)C(C(C)C)=O)C1=CC=C(C=C1)F)=O)C1CC1 N-(6-amino-5-cyclopropylpyridin-3-yl)-2-(2-(4-fluorophenyl)-4-isobutyryl-5-methylpiperazin-1-yl)-2-oxoacetamide